3-((4-(4-((1-(2-(4-(4-amino-3-(4-phenoxyphenyl)-1H-pyrazolo[3,4-d]pyrimidin-1-yl)piperidin-1-yl)ethyl)pyrrolidin-3-yl)methyl)piperazin-1-yl)phenyl)amino)piperidine-2,6-dione NC1=C2C(=NC=N1)N(N=C2C2=CC=C(C=C2)OC2=CC=CC=C2)C2CCN(CC2)CCN2CC(CC2)CN2CCN(CC2)C2=CC=C(C=C2)NC2C(NC(CC2)=O)=O